CC1=CC[C@@](CC1)(O)C(C)C (R)-4-methyl-1-(1-methylethyl)-3-cyclohexene-1-ol